OC=1C2=C(N=CN1)C=CC(=N2)OC2CC1CCC(C2)N1C(=O)OC(C)(C)C tert-Butyl endo-3-((4-hydroxypyrido[3,2-d]pyrimidin-6-yl)oxy)-8-azabicyclo[3.2.1]octane-8-carboxylate